N(C(=N)N)CCCCC(=O)N 5-guanidinopentaneamide